C[N+]1(CCCC1)CCCCCCCC methyl-octyl-pyrrolidinium